ethyl 3-(6-(bis(2,4-dimethoxybenzyl)amino)-2-methylpyrimidin-4-yl)-2-(8-bromo-6-cyclopropylimidazo[1,2-a]pyridin-2-yl)-3-oxopropanoate COC1=C(CN(C2=CC(=NC(=N2)C)C(C(C(=O)OCC)C=2N=C3N(C=C(C=C3Br)C3CC3)C2)=O)CC2=C(C=C(C=C2)OC)OC)C=CC(=C1)OC